7-[(3bR,4aR)-1-{2-[4-(2,3-Dimethylphenyl)piperazin-1-yl]-2-oxoethyl}-3b,4,4a,5-tetrahydro-1H-cyclopropa[3,4]cyclopenta[1,2-c]pyrazol-3-carbonyl]-1,3,7-triazaspiro[4.5]decan-2,4-dion CC1=C(C=CC=C1C)N1CCN(CC1)C(CN1N=C(C2=C1C[C@@H]1[C@H]2C1)C(=O)N1CC2(C(NC(N2)=O)=O)CCC1)=O